C12CN(CC(N1)C2)C2=CC=C(C=C2)C=2C=1N(C=C(C2)OCC(C)(C)O)N=CC1C#N 4-(4-(3,6-Diazabicyclo[3.1.1]hept-3-yl)phenyl)-6-(2-hydroxy-2-methylpropyloxy)pyrazolo[1,5-a]pyridine-3-carbonitrile